2-((4,4-difluorocyclohexyl)amino)-6-(3-(trifluoromethyl)-1H-pyrazol-1-yl)isonicotinonitrile FC1(CCC(CC1)NC=1C=C(C#N)C=C(N1)N1N=C(C=C1)C(F)(F)F)F